tertiary butyl-dimethyl-silanol tert-butyl-3-((6-(8-bromo-3-(methoxycarbonyl)-6,7-dihydro-5H-benzo[7]annulen-9-yl)pyridin-3-yl)methyl)azetidine-1-carboxylate C(C)(C)(C)C1N(CC1CC=1C=NC(=CC1)C1=C(CCCC2=C1C=CC(=C2)C(=O)OC)Br)C(=O)O.C(C)(C)(C)[Si](O)(C)C